tert-Butyl (5,7-difluoro-4-hydroxy-1,3-benzothiazol-2-yl)carbamate FC=1C=C(C2=C(N=C(S2)NC(OC(C)(C)C)=O)C1O)F